N-((S)-(4,4-difluorocyclohexyl)(2-(((5R)-2-oxo-5-(trifluoromethyl)piperidin-3-yl)methyl)imidazo[1,2-b][1,2,4]triazin-6-yl)methyl)-1-ethyl-1H-pyrazole-5-carboxamide FC1(CCC(CC1)[C@H](NC(=O)C1=CC=NN1CC)C=1N=C2N(N=C(C=N2)CC2C(NC[C@@H](C2)C(F)(F)F)=O)C1)F